OC1=C2CN(C(C2=CC=C1)=O)N1C(CCCC1=O)=O (4-hydroxy-1-oxoisoindol-2-yl)piperidine-2,6-dione